1-bromo-7-(dimethylamino)-4-fluoro-2-methoxy-6(5H)-phenanthridinone BrC1=C(C=C(C=2NC(C3=C(C=CC=C3C12)N(C)C)=O)F)OC